methyl 3-methylimidazol-3-ium-1-carbodithioate C[N+]1=CN(C=C1)C(=S)SC